2-Amino-4-(butylamino)-6-((4-(pyrrolidin-1-ylmethyl)cyclohexyl)methyl)pyridin NC1=NC(=CC(=C1)NCCCC)CC1CCC(CC1)CN1CCCC1